4-((5-(4-((3-Benzyl-9-methyl-4H,6H-thieno[2,3-e][1,2,4]triazolo[3,4-c][1,4]oxazepin-2-yl)ethynyl)-1H-pyrazol-1-yl)pentyl)amino)-2-(2,6-dioxopiperidin-3-yl)isoindolin-1,3-dion C(C1=CC=CC=C1)C1=C(SC=2N3C(COCC21)=NN=C3C)C#CC=3C=NN(C3)CCCCCNC3=C2C(N(C(C2=CC=C3)=O)C3C(NC(CC3)=O)=O)=O